3-(2-(diisopropylamino)ethyl)-1H-indol-4-yl tetradecanoate C(CCCCCCCCCCCCC)(=O)OC1=C2C(=CNC2=CC=C1)CCN(C(C)C)C(C)C